O=C1N(C(C2=CC=CC=C12)=O)CC(C(=O)O)N1CC=C(CC1)C 3-(1,3-Dioxoisoindolin-2-yl)-2-(4-methyl-5,6-dihydropyridin-1(2H)-yl)propionic acid